tert-butyl (3aR,5S,6aS)-5-((6-chloropyridazin-3-yl) amino)-3a-methylhexahydrocyclopenta[c]pyrrole-2(1H)-carboxylate ClC1=CC=C(N=N1)N[C@@H]1C[C@@]2([C@@H](CN(C2)C(=O)OC(C)(C)C)C1)C